BrC1=NC(=CC=2OCCN(C21)C)Br 5,7-Dibromo-4-methyl-3,4-dihydro-2H-pyrido[4,3-b][1,4]oxazine